Boc-L-glutamic acid 5-methyl ester COC(CC[C@H](NC(=O)OC(C)(C)C)C(=O)O)=O